N-(hydroxypropyl)imidazole OCCCN1C=NC=C1